4-(4-Isopropoxyphenyl)-N-(pyridin-2-yl)thiazol-2-amin C(C)(C)OC1=CC=C(C=C1)C=1N=C(SC1)NC1=NC=CC=C1